2-Amino-6-cyano-6-((1-methylcyclopropyl)methyl)-7-oxo-4,5,6,7-tetrahydrobenzo[b]thiophene-3-carboxamide NC1=C(C2=C(S1)C(C(CC2)(CC2(CC2)C)C#N)=O)C(=O)N